O=C1NCC[C@H]1OC(=O)N1CCN(CC1)C1=NC=2N(C=C1)N=CC2C=2C(=NC=CC2)OC2CC2 [(3R)-2-oxopyrrolidin-3-yl]-4-[3-[2-(cyclopropoxy)-3-pyridyl]pyrazolo[1,5-a]pyrimidin-5-yl]piperazine-1-carboxylate